C1(=C2N(C=N1)CCC2)[C@H](C(=O)NC=2SC=CN2)N2C(C1=CC(=CC(=C1C2)F)C2=CC=C(C=C2)C21CC(C2)(C1)C=O)=O |r| (2RS)-2-(6,7-dihydro-5H-pyrrolo[1,2-c]imidazol-1-yl)-2-[4-fluoro-6-[4-(3-formyl-1-bicyclo[1.1.1]pentanyl)phenyl]-1-oxo-isoindolin-2-yl]-N-thiazol-2-yl-acetamide